(2R,3S,4S,5R)-Hexane-1,2,3,4,5,6-hexol C([C@H]([C@@H]([C@H]([C@@H](CO)O)O)O)O)O